1-((4-(3,5-dimethylphenoxy)phenyl)sulfonyl)-1,2,3,4-tetrahydroquinoline CC=1C=C(OC2=CC=C(C=C2)S(=O)(=O)N2CCCC3=CC=CC=C23)C=C(C1)C